O=C1NC(CCC1N1C(C2=CC=CC(=C2C1=O)NC(CCC(=O)N1CCC(CC1)NC(C1=C(C=CC(=C1)OC)F)=O)=O)=O)=O N-(1-(4-((2-(2,6-dioxopiperidin-3-yl)-1,3-dioxoisoindolin-4-yl)amino)-4-oxobutanoyl)piperidin-4-yl)-2-fluoro-5-methoxybenzamide